(2-acetamidothiazol-5-ylmethyl)-N-(1-(naphthalen-2-yl)ethyl)piperidine-4-carboxamide C(C)(=O)NC=1SC(=CN1)CN1CCC(CC1)C(=O)NC(C)C1=CC2=CC=CC=C2C=C1